1-(3-(aminomethyl)phenyl)-N-(5-((3-cyanophenyl)(cyclopropylmethoxy)methyl)-2-fluorophenyl)-3-(trifluoromethyl)-1H-pyrazole-5-carboxamide NCC=1C=C(C=CC1)N1N=C(C=C1C(=O)NC1=C(C=CC(=C1)C(OCC1CC1)C1=CC(=CC=C1)C#N)F)C(F)(F)F